O=C1NC2C(N1)CSC2CCCCC(=O)NCCNC(OC(C)(C)C)=O tert-butyl (2-(5-(2-oxohexahydro-1H-thieno[3,4-d]imidazol-4-yl)pentanamido)ethyl)carbamate